ClC=1C(=CC(=NC1)NC(NC1CCC(CC1)NC(OC(C)(C)C)=O)=O)C1=C2N(N=C1)CC(C2)(C)C tert-butyl (1s,4s)-4-(3-(5-chloro-4-(5,5-dimethyl-5,6-dihydro-4H-pyrrolo[1,2-b]pyrazol-3-yl)pyridin-2-yl)ureido)cyclohexylcarbamate